N-((S)-1-(((R)-1-((R)-4-(2-(isopropylamino)-2-oxoethyl)-5-oxo-1,3,2-dioxaborolan-2-yl)-3-methylbutyl)amino)-1-oxo-3-phenylpropan-2-yl)pyrazine-2-carboxamide C(C)(C)NC(C[C@H]1OB(OC1=O)[C@H](CC(C)C)NC([C@H](CC1=CC=CC=C1)NC(=O)C1=NC=CN=C1)=O)=O